Br.BrCCN(C)C 2-bromo-N,N-dimethylethane-1-amine HBr